l-3-methyl-2,5-diazabicyclo[2.2.2]octane-2-carboxylate CC1N(C2CNC1CC2)C(=O)[O-]